C1(CC1)N(C1=C(C(=NC=N1)NC[C@@H]1[C@H](CN(CC1)C(=O)OC(C)(C)C)O)F)CC1=CC=C(C=C1)C(F)(F)F |r| rac-tert-Butyl (3R,4R)-4-(((6-(cyclopropyl(4-(trifluoromethyl)benzyl)amino)-5-fluoropyrimidin-4-yl)amino)methyl)-3-hydroxypiperidine-1-carboxylate